N-[[1-[(3S)-3-(1H-1,2,4-Triazol-5-yl)pyrrolidine-1-carbonyl]-4-piperidyl]methyl]-4-(trifluoromethoxy)benzenesulfonamide N1N=CN=C1[C@@H]1CN(CC1)C(=O)N1CCC(CC1)CNS(=O)(=O)C1=CC=C(C=C1)OC(F)(F)F